COC=1C=C2C(=NC(=NC2=CC1OC)C)NC(C)C1=CC=C(S1)C=1SC(=CC1)C(C)=O 1-(5'-{1-[(6,7-dimethoxy-2-methylquinazolin-4-yl)amino]-ethyl}-2,2'-bithiophen-5-yl)ethanone